methyl 2'-(N-(4,5-dimethylisoxazol-3-yl)-N-((2-methoxyethoxy) methyl) sulfamoyl)-2-(ethoxymethyl)-[1,1'-biphenyl]-4-carboxylate CC=1C(=NOC1C)N(S(=O)(=O)C1=C(C=CC=C1)C1=C(C=C(C=C1)C(=O)OC)COCC)COCCOC